O=C1N(C(CC1)=O)OC(CCNC(=O)[C@](C(=O)OCC1=CC=CC=C1)(CCCCCCCCCCC(=O)OCC1=CC=CC=C1)CCCCCCCCCCC)=O |o1:14| Dibenzyl rel-(2R)-2-[[3-(2,5-dioxopyrrolidin-1-yl)oxy-3-oxo-propyl]carbamoyl]-2-undecyl-tridecanedioate